C(C)(C)(C)OC(=O)N1C(C(CCC1)C(N(C)CCN1C[C@H](CC1)F)=O)C(=O)O 1-tert-butoxycarbonyl-3-[2-[(3S)-3-fluoropyrrolidin-1-yl]ethyl-methyl-carbamoyl]piperidine-2-carboxylic acid